OC1=CC=C(C=C1)C=CC(=O)O para-hydroxybenzeneacrylic acid